OC=1C(=NC(=CC1)CCCN1CCN(CC1)C)\C=N\O (E)-3-hydroxy-6-(3-(4-methylpiperazin-1-yl)propyl)pyridineformaldoxime